4-(6-methoxycarbonyl-2-methyl-3-pyridinyl)piperazine-1-carboxylic acid tert-butyl ester C(C)(C)(C)OC(=O)N1CCN(CC1)C=1C(=NC(=CC1)C(=O)OC)C